ClC=1C(=C(CCN2[C@@H](C[C@@](CC2)(C(=O)O)CC2=NC(=CC=C2F)NC2=NNC(=C2)C)C)C=CC1)F (2R,4R)-1-(3-chloro-2-fluorophenethyl)-4-((3-fluoro-6-((5-methyl-1H-pyrazol-3-yl)amino)pyridin-2-yl)methyl)-2-methylpiperidine-4-carboxylic acid